1-cyclohexyl-2H-indazole-5-carboxamide C1(CCCCC1)N1NCC2=CC(=CC=C12)C(=O)N